C1(=CC=CC=C1)C=1C(=CC(=CC1)NC1=CC=2N(C3=CC=CC=C3C2C=C1)C1=CC=CC=C1)C1=CC=CC=C1 N-([1,1':2',1''-terphenyl]-4'-yl)-9-phenyl-9H-carbazol-2-amine